TRYpTOPHAN N[C@@H](CC1=CNC2=CC=CC=C12)C(=O)O